1-(4-chloro-2-(6-hydroxypyrimidin-4-yl)phenyl)-1H-1,2,3-triazole-4-carbonitrile ClC1=CC(=C(C=C1)N1N=NC(=C1)C#N)C1=NC=NC(=C1)O